Br[SiH](C1=C(C=CC=C1)C=C)Br dibromo(2-vinylphenyl)silane